methyl 5-(6-chloro-1-(tetrahydro-2H-pyran-2-yl)-4-(4,4,5,5-tetramethyl-1,3,2-dioxaborolan-2-yl)-1H-indazol-5-yl)pentanoate ClC1=C(C(=C2C=NN(C2=C1)C1OCCCC1)B1OC(C(O1)(C)C)(C)C)CCCCC(=O)OC